ClC=1C=C(C=CC1C=O)B(O)O 3-chloro-4-formylphenylboronic acid